(S)-N-(3-chloro-2,4-difluorophenyl)-3-(7,7-difluoro-4-(trifluoromethyl)-6,7-dihydro-5H-cyclopenta[b]pyridin-2-yl)-N-methyl-2-oxoimidazolidine-4-carboxamide ClC=1C(=C(C=CC1F)N(C(=O)[C@H]1N(C(NC1)=O)C1=CC(=C2C(=N1)C(CC2)(F)F)C(F)(F)F)C)F